C(#N)C=1C(=NC(=C(C1CC)C#N)SCCN1CCOCC1)SC(C(=O)N)C1=CC=CC=C1 2-((3,5-dicyano-4-ethyl-6-((2-morpholinoethyl)thio)pyridin-2-yl)thio)-2-phenylacetamide